(Z)-2-(2-(2-((2-ethylhex-1-en-1-yl)oxy)ethoxy)ethoxy)ethyl 2-ethylhexanoate C(C)C(C(=O)OCCOCCOCCO\C=C(/CCCC)\CC)CCCC